(4-(3-chloro-9-morpholino-1,6-dihydropyrazolo[4,3-d]pyrido[4,3-f][1,3]diazepin-5-yl)-3,5-difluorophenyl)methanol ClC1=NNC2=C1N=C(NC1=C2C=C(N=C1)N1CCOCC1)C1=C(C=C(C=C1F)CO)F